2-(perfluorohexyl)acrylic acid ethyl ester C(C)OC(C(=C)C(C(C(C(C(C(F)(F)F)(F)F)(F)F)(F)F)(F)F)(F)F)=O